diphenyl-(6-methyl-4-trifluoromethyl-quinoline-2-yl)phosphorus oxide C1(=CC=CC=C1)P(C1=NC2=CC=C(C=C2C(=C1)C(F)(F)F)C)(C1=CC=CC=C1)=O